CC(C(O)(N1CCCCC1)C)(C)C tetramethyl-1-piperidinoethanol